N1C=NC2=C1C=CC=C2 1,3-benzodiazole